[N+](=O)([O-])C=1C=CC(=NC1)OC1=CC=C(C=C1)C1=CC(=CC=C1)CC#N 2-(4'-((5-nitropyridin-2-yl)oxy)-[1,1'-biphenyl]-3-yl)acetonitrile